(S)-N-(4-amino-3,4-dioxo-1-phenylbutan-2-yl)-[1,1'-biphenyl]-4-carboxamide NC(C([C@H](CC1=CC=CC=C1)NC(=O)C1=CC=C(C=C1)C1=CC=CC=C1)=O)=O